ClC1=NC=C(C(=N1)NC1=C(C=C(C=C1)C1=CC=NC=C1)C)F 2-chloro-5-fluoro-4-{[2-methyl-4-(pyridin-4-yl)phenyl]amino}pyrimidine